imidazo[4,5-b]pyridinebenzoic acid N1C(=NC2=NC=CC=C21)C2=CC=CC=C2C(=O)O